CC(CNC(OCC(C(C(C(C(C(F)F)(F)F)(F)F)(F)F)(F)F)(F)F)=O)(CC(CCNC(OCC(C(C(C(C(C(F)F)(F)F)(F)F)(F)F)(F)F)(F)F)=O)C)C Bis(2,2,3,3,4,4,5,5,6,6,7,7-dodecafluoroheptyl) (2,2,4-trimethylhexane-1,6-diyl)biscarbamate